6-(4,6-dimethoxypyrimidin-5-yl)-1-(4-(1-methyl-4-(trifluoromethyl)-1H-imidazol-2-yl)benzyl)-1H-pyrazolo[3,4-d]pyrimidine COC1=NC=NC(=C1C1=NC=C2C(=N1)N(N=C2)CC2=CC=C(C=C2)C=2N(C=C(N2)C(F)(F)F)C)OC